C(C1=CC=CC=C1)C=1N=C2N(C=C(N=C2CC2=C(C=CC=C2)C(F)(F)F)C2=CC=CC=C2)C1CC(=O)[O-] 2-Benzyl-6-phenyl-8-(2-(Trifluoromethyl)benzyl)imidazo[1,2-a]pyrazin-3-yl-acetat